NC1=CC(=C(C=C1OC)N1CCC(CC1)N1CCC2(CCCN(C2)C=2C=C3C(N(C(C3=CC2)=O)C2C(NC(CC2)=O)=O)=O)CC1)C1CC1 5-(9-(1-(4-amino-2-cyclopropyl-5-methoxyphenyl)piperidin-4-yl)-2,9-diazaspiro[5.5]Undecane-2-yl)-2-(2,6-dioxopiperidin-3-yl)isoindoline-1,3-dione